(2S,3aS,6aS)-1-benzyl-5-(tert-butyloxycarbonyl)octahydropyrrolo[3,4-b]pyrrole-2-carboxylic acid C(C1=CC=CC=C1)N1[C@H]2[C@@H](C[C@H]1C(=O)O)CN(C2)C(=O)OC(C)(C)C